C[C@@H]1C[C@@H]([C@@H]2[C@H](C[C@H]([C@@](O2)(C(=O)C(=O)N3CCCC[C@H]3C(=O)O[C@@H]([C@@H]([C@H](CC(=O)[C@@H](/C=C(/C1)\\C)CC=C)O)C)/C(=C/[C@@H]4CC[C@H]([C@@H](C4)OC)O)/C)O)C)OC)OC The molecule is a macrolide lactam containing a 23-membered lactone ring, originally isolated from the fermentation broth of a Japanese soil sample that contained the bacteria Streptomyces tsukubaensis. It has a role as an immunosuppressive agent and a bacterial metabolite.